[2,4-bis(N-butyl-N-(2,2,6,6-tetramethyl-4-piperidyl)amino)-s-triazine-6-yl]-1,5,8,12-Tetraazadodecane C(CCC)N(C1CC(NC(C1)(C)C)(C)C)C1=NC(=NC(=N1)N(CCCC)C1CC(NC(C1)(C)C)(C)C)NCCCNCCNCCCN